BrC=1C=C(C(=NC1)C1=NC=C(N1)C1=NC=CC(=C1)C(F)(F)F)SCC 5-bromo-3-(ethylsulfanyl)-2-[4-[4-(trifluoromethyl)pyridin-2-yl]-3H-imidazol-2-yl]pyridine